(16R)-18-(3-tert-Butylcyclobutyl)-12-(2,6-dimethylphenyl)-15-oxa-8λ6-thia-1,9,11,18,22-pentaazatetracyclo[14.4.1.13,7.110,14]tricosa-3(23),4,6,10(22),11,13-hexaene-2,8,8-trione C(C)(C)(C)C1CC(C1)N1C[C@H]2OC3=CC(=NC(NS(C4=CC=CC(C(N(CC1)C2)=O)=C4)(=O)=O)=N3)C3=C(C=CC=C3C)C